C(C)(C)(C)OC(=O)N=C(NC1=CC=C(C(=O)OC2=CC=C(COC(=O)N(CC(=O)N[C@H](C(=O)OC(C)(C)C)CC(=O)OC(C)(C)C)CC3=CC(=CC=C3)C(=O)OC(C)(C)C)C=C2)C=C1)NC(=O)OC(C)(C)C (S)-di-tert-butyl 2-(2-((((4-((4-(2,3-bis(tert-butoxycarbonyl)guanidino)benzoyl)oxy)benzyl)oxy)carbonyl) (3-(tert-butoxycarbonyl)benzyl)amino)acetamido)succinate